CC=1C=C(C(=NC1C)C1=NC=CC=C1)OC1=CCN(C=C1)C1=CC=C(C=C1)F 4-(5,6-Dimethyl-2-pyridin-2-yl-pyridin-3-yl)oxy-N-(4-fluorophenyl)pyridin